C1(CC1)C1=CC(=CC(=N1)N1C=C(C=2C=C(NC2C1=O)CNCCCF)C#N)C1=C(C=C(C=C1)F)C=1N(C=CN1)C 6-{6-cyclopropyl-4-[4-fluoro-2-(1-methyl-2-imidazolyl)phenyl]-2-pyridyl}-2-[(3-fluoropropylamino)methyl]-7-oxo-1,6-dihydro-1,6-diaza-4-indenecarbonitrile